C(C1=CC=CC=C1)(=O)C(C(C)=O)C(C1=CC=CC=C1)=O.C(C1=CC=CC=C1)(=O)C(C(C)=O)C(C1=CC=CC=C1)=O.C(C1=CC=CC=C1)(=O)C(C(C)=O)C(C1=CC=CC=C1)=O.[Fe] iron tris(dibenzoylacetone)